2-isobutyl-1-phenyl-1H-benzo[g]indazole-3,4,5(2H)-trione C(C(C)C)N1N(C=2C3=C(C(C(C2C1=O)=O)=O)C=CC=C3)C3=CC=CC=C3